CN1S(N(C=C(C1C1=CC=CC=C1)C(=O)O)C)(=O)=O 2,6-Dimethyl-3-phenyl-3,6-dihydro-2H-1,2,6-thiadiazine-4-carboxylic acid 1,1-dioxide